FC1=CC=C(C=C1)C(C(C=C)=O)C 4-(4-fluorophenyl)pent-1-en-3-one